C1[C@@H]([C@@H]([C@H]([C@@H]1O)/C=C/[C@H](COC2=CC=CC(=C2)C(F)(F)F)O)C/C=C\\CCCC(=O)O)O The molecule is an organofluorine compound that is racemic prostaglandin F2alpha in which the pentyl group is replaced by a 3-(trifluoromethyl)phenoxymethyl group. A synthetic analogue of prostaglandin F2alpha, ophthalmic solutions of its isopropyl ester prodrug, travoprost, are used as a topical medication for controlling the progression of open-angle glaucoma and ocular hypertension, by reducing intraocular pressure. The isopropyl ester group of travoprost is hydrolysed to the biologically active free acid by esterases in the cornea. It has a role as an antiglaucoma drug, an antihypertensive agent, a prostaglandin receptor agonist, a female contraceptive drug and an abortifacient. It is a prostaglandins Falpha, a hydroxy monocarboxylic acid and a member of (trifluoromethyl)benzenes.